N1=NC=CC2=CC(=CC=C12)C1=CNC=2N=C(N=C(C21)OC)NC2CCC(CC2)C(=O)N2CCCC2 ((1s,4s)-4-((5-(cinnolin-6-yl)-4-methoxy-7H-pyrrolo[2,3-d]pyrimidin-2-yl)amino)cyclohexyl)(pyrrolidin-1-yl)methanone